S(=O)(=O)(O)CC(=O)CS(=O)(=O)O sulfomethyl ketone